(1R,3R)-1-(4-(azetidin-3-yloxy)phenyl)-2-(bicyclo[1.1.1]pentan-1-yl)-3-methyl-2,3,4,9-tetrahydro-1H-pyrido[3,4-b]indole hydrochloride Cl.N1CC(C1)OC1=CC=C(C=C1)[C@H]1N([C@@H](CC2=C1NC1=CC=CC=C21)C)C21CC(C2)C1